N-nitrosodiphenylamine C1=CC=C(C=C1)N(C2=CC=CC=C2)N=O